(±)-3-(4'-cyano-1,1'-biphenyl-3-yloxycarbonyl)-2,4-bis(2-methoxyphenyl)cyclobutane-1-carboxylic acid C(#N)C1=CC=C(C=C1)C1=CC(=CC=C1)OC(=O)C1C(C(C1C1=C(C=CC=C1)OC)C(=O)O)C1=C(C=CC=C1)OC